(3-{5-amino-6-[1-(2,6-dichloro-phenyl)-ethoxy]-pyrazin-2-yl}-phenyl)-((3r,5s)-3,5-dimethyl-piperazin-1-yl)-methanone NC=1N=CC(=NC1OC(C)C1=C(C=CC=C1Cl)Cl)C=1C=C(C=CC1)C(=O)N1C[C@H](N[C@H](C1)C)C